(2-(3-((4-(trifluoromethyl)phenyl)amino)pyrazin-2-yl)-2-azaspiro[3.3]heptan-6-yl)acrylamide FC(C1=CC=C(C=C1)NC=1C(=NC=CN1)N1CC2(C1)CC(C2)C(C(=O)N)=C)(F)F